C(C)(C)(C)OC(=O)N[C@@H](C(C)C)C(=O)OCCOCCNC(=O)C1=CC2=C(N(C(=N2)NC=2OC3=C(N2)C=CC=C3)C)C=C1 |r| 2-(2-(2-(benzo[d]oxazol-2-ylamino)-1-methyl-1H-benzo[d]imidazole-5-carboxamido)ethoxy)ethyl (tert-butoxycarbonyl)-DL-valinate